7-chloro-2-(2,5-difluorophenyl)-4-oxo-4H-chromen-3-carboxylic acid tert-butyl ester C(C)(C)(C)OC(=O)C1=C(OC2=CC(=CC=C2C1=O)Cl)C1=C(C=CC(=C1)F)F